C(C)OC(=O)C=1N(C2=C(C=CC=C2C1)OC[C@@H](C)N1C=NC(=C1)F)CC1CC1 (R)-1-(cyclopropylmethyl)-7-(2-(4-fluoro-1H-imidazol-1-yl)propoxy)-1H-indole-2-carboxylic acid ethyl ester